tert-butyl-6-(2-chloroacetyl)-2,6-diazaspiro[3.3]heptane-2-carboxylic acid C(C)(C)(C)C1N(CC12CN(C2)C(CCl)=O)C(=O)O